17α-oestradiol C[C@]12CC[C@H]3[C@H]([C@@H]1CC[C@H]2O)CCC4=C3C=CC(=C4)O